Di-n-hexyl-bicyclo[2.2.2]oct-5-ene-2,3-dicarboxylic acid C(CCCCC)C1=C(C2C(C(C1CC2)C(=O)O)C(=O)O)CCCCCC